(5s,8s)-8-{[1-(2-hydroxyethyl)-1H-pyrazol-4-yl]amino}-N-[(1S)-1-phenylethyl]-2-azaspiro[4.5]decane-2-carboxamide OCCN1N=CC(=C1)NC1CCC2(CCN(C2)C(=O)N[C@@H](C)C2=CC=CC=C2)CC1